4-(cyclohexylamino)-N-methyl-3-(1-methyl-1H-imidazol-4-yl)benzenesulfonamide C1(CCCCC1)NC1=C(C=C(C=C1)S(=O)(=O)NC)C=1N=CN(C1)C